C(C(C)C)C(CN)(CN)CC(C)C diisobutyl-1,3-propanediamine